C(C)(C)(C)OC(=O)N1CC2N(C(C1)C2)C(=O)OCC2=CC=CC=C2 3,6-Diazabicyclo[3.1.1]heptane-3,6-dicarboxylic acid 6-benzyl ester 3-tert-butyl ester